CCCCCCCCCCCCCCCC(=O)N[C@@H](CC(=O)O)C(=O)O N-palmitoylaspartic acid